FC1=C(C=C(C=C1OC)OC)N1C(N(C2=C(C1)C=NC1=C2C=C(N1)C(=O)N1CC(CC1)C#N)C)=O 1-{[3-(2-Fluoro-3,5-dimethoxyphenyl)-1-methyl-2-oxo-2,3,4,7-tetrahydro-1H-pyrrolo[3',2':5,6]pyrido[4,3-d]pyrimidin-8-yl]carbonyl}pyrrolidine-3-carbonitrile